(1r,3r)-3-(1-methyl-2-oxoindolin-7-yl)cyclobutyl ((2-(2,6-dioxopiperidin-3-yl)-4-fluoro-3-oxoisoindolin-5-yl)methyl)carbamate O=C1NC(CC[C@H]1N1CC2=CC=C(C(=C2C1=O)F)CNC(OC1CC(C1)C=1C=CC=C2CC(N(C12)C)=O)=O)=O